2-((2-(1-(difluoromethyl)-1H-pyrazol-3-yl)-6-(4-fluorophenyl)pyridin-3-yl)amino)-N,N-dimethylethane-1-sulfonamide FC(N1N=C(C=C1)C1=NC(=CC=C1NCCS(=O)(=O)N(C)C)C1=CC=C(C=C1)F)F